C(C)(C)C1NCC=2C=CC(=NC2C1)S(=O)(=O)O 7-isopropyl-5,6,7,8-tetrahydro-1,6-naphthyridine-2-sulfonic acid